FC(C1=CC=C(/C=C/C(=O)O)C=C1)(F)F trans-4-(trifluoromethyl)cinnamic acid